Calcium acetate tert-butyl-5-[6-[[4-methyl-6-(methylamino)pyrimidin-2-yl]amino]-1,3-benzodioxol-4-yl]-2,3,4,7-tetrahydroazepine-1-carboxylate C(C)(C)(C)OC(=O)N1CCCC(=CC1)C1=CC(=CC=2OCOC21)NC2=NC(=CC(=N2)C)NC.C(C)(=O)[O-].[Ca+2].C(C)(=O)[O-]